[Cl-].C(CCCCCCCCCCC)[NH+]1C(CCCC1)CCCC 1-dodecyl-2-butylpiperidinium chloride